BrC=1C=CC(=C(C1)CO)NS(N(C)C)(=O)=O {5-bromo-2-[(dimethylsulfamoyl)amino]phenyl}methanol